[Si](C)(C)(C(C)(C)C)OC=1C=C2C(=NN(C2=CC1)C1OCCCC1)C1=NC(=NC=C1)OC[C@@H](OCC[C@@H](C)O)C (2R)-4-[(1S)-2-[4-[5-[tert-butyl(dimethyl)silyl]oxy-1-tetrahydropyran-2-yl-indazol-3-yl]pyrimidin-2-yl]oxy-1-methyl-ethoxy]butan-2-ol